Methyl ethyl ether C(C)OC